ClC1=C(C(=CC(=C1)C#N)Cl)N1CC(CN(S1(=O)=O)CC(=O)NC1C2CC3(CC(CC1C3)C2)C(=O)N)C 4-(2-(6-(2,6-dichloro-4-cyanophenyl)-4-methyl-1,1-dioxido-1,2,6-thiadiazinan-2-yl)acetamido)adamantan-1-carboxamide